2'-(2,6-difluoro-3,5-dimethoxyphenyl)-6'-(1-ethyl-3-methyl-1H-pyrazol-4-yl)-1'H-spiro[cyclopropane-1,4'-[2,7]naphthyridin]-3'(2'H)-one FC1=C(C(=C(C=C1OC)OC)F)N1CC2=CN=C(C=C2C2(C1=O)CC2)C=2C(=NN(C2)CC)C